2-((S)-1-acryloyl-4-((R)-2-(((S)-1-methylpyrrolidin-2-yl)methoxy)-7-(naphthalen-1-yl)-7,8-dihydro-5H-pyrano[4,3-d]pyrimidin-4-yl)piperazin-2-yl)acetonitrile C(C=C)(=O)N1[C@H](CN(CC1)C=1C2=C(N=C(N1)OC[C@H]1N(CCC1)C)C[C@@H](OC2)C2=CC=CC1=CC=CC=C21)CC#N